dimethylprop-2-enamide CC(=CC(=O)N)C